NCC(CCCN)(C)C 1,5-Diamino-2,2-dimethyl-pentan